COC(=O)C1CNC(C2=CC=C(C(=C12)F)Br)=O 6-bromo-5-fluoro-1-oxo-1,2,3,4-tetrahydroisoquinoline-4-carboxylic acid methyl ester